methyl 6-methoxy-1H-benzo[d][1,2,3]triazole-5-carboxylate COC=1C(=CC2=C(NN=N2)C1)C(=O)OC